CCCCCCCCCCCCCCCCCCC nonadecan